ClC=1C=CC(=NC1)CN1N=C2N([C@@H](CCC2(F)F)C(=O)N2C[C@H](CC2)F)C1=O (5S)-2-[(5-Chloropyridin-2-yl)methyl]-8,8-difluoro-5-{[(3S)-3-fluoropyrrolidin-1-yl]carbonyl}-5,6,7,8-tetrahydro[1,2,4]triazolo[4,3-a]pyridin-3(2H)-one